N6,N6-dimethyl-N4-(6-(5-((2-methylpyridin-4-yl)amino)-1H-benzo[d]imidazol-2-yl)pyridin-3-yl)quinoline-4,6-diamine CN(C=1C=C2C(=CC=NC2=CC1)NC=1C=NC(=CC1)C1=NC2=C(N1)C=CC(=C2)NC2=CC(=NC=C2)C)C